FC=CC=C 1-fluoro-1,3-butadiene